ClC1=CC=C(C2=C1C=C(O2)F)COC=2C=C(C=CC2)C=2CCC(CC2)CC2=NC1=C(N2C[C@H]2OCC2)C=C(C=C1)C(=O)OC methyl 2-((3'-((4-chloro-2-fluorobenzofuran-7-yl)methoxy)-2,3,4,5-tetrahydro-[1,1'-biphenyl]-4-yl)methyl)-1-(((S)-oxetan-2-yl)methyl)-1H-benzo[d]imidazole-6-carboxylate